NC1=CC=CC(=N1)S(=O)(=O)NC(=O)C=1C(=NC(=CC1)C=1C=NN(C1C)C)OC1=C(C=C(C=C1C)C)C N-[(6-Amino-2-pyridyl)sulfonyl]-6-(1,5-dimethylpyrazol-4-yl)-2-(2,4,6-trimethylphenoxy)pyridin-3-carboxamid